C1(CCC(N1OC(=O)[C@@H]1CC[C@H](CC1)CN1C(C=CC1=O)=O)=O)=O trans-4-(maleimidomethyl)cyclohexane-1-carboxylic succinimidyl ester